tetranitropyridine-N-oxide [N+](=O)([O-])C=1C(=C(C(=[N+](C1)[O-])[N+](=O)[O-])[N+](=O)[O-])[N+](=O)[O-]